5-phenylseleno-1-(2-thiophenesulfonyl)indoline C1(=CC=CC=C1)[Se]C=1C=C2CCN(C2=CC1)S(=O)(=O)C=1SC=CC1